FC1(CN(CC1)CCCN)F 3-(3,3-difluoropyrrolidine-1-yl)propan-1-amine